O=C1NC(CCC1NC(=O)C1=CC=CC(=N1)CCCNC(OC(C)(C)C)=O)=O tert-butyl (3-(6-((2,6-dioxopiperidin-3-yl)carbamoyl)pyridin-2-yl)propyl)carbamate